mono-(trimethylammonium) oxalate C(C(=O)O)(=O)[O-].C[NH+](C)C